N-{2-[(3-methylpyridin-4-yl)amino]ethyl}-3-phenyl-1,2-oxazole CC=1C=NC=CC1NCCN1OC=CC1C1=CC=CC=C1